NCC12C3(CCC(C2CCC1)C3)CN Bis(aminomethyl)tricyclo[5.2.1.02,6]-decan